COC(=O)OC(C(=O)OC(C)C)(C)C Isopropyl α-(Methoxycarbonyl)Oxyisobutyrate